OC1=CC=C2C(C(=COC2=C1)C1=CC(=CC=C1)OC)=O 7-hydroxy-3'-methoxyisoflavone